FC(C=1C=C(C=CC1)NC(=O)C1=NC=CC=C1)(F)F N-[3-(trifluoromethyl)phenyl]-2-pyridinecarboxamide